CS(=O)(=O)C1CN(C1)C(=O)C=1N=NC(=CC1)C1=CC=C(C=C1)N1C[C@@H](CC1)OC=1C(=NC=2N(C1C)N=C(N2)C)C (R)-(3-(methylsulfonyl)azetidin-1-yl)(6-(4-(3-((2,5,7-trimethyl-[1,2,4]triazolo[1,5-a]pyrimidin-6-yl)oxy)pyrrolidin-1-yl)phenyl)pyridazin-3-yl)methanone